[4-[3-fluoro-6-(1-methylpyrazol-4-yl)pyrazolo[1,5-a]pyrazin-4-yl]-1-piperidinyl]prop-2-en-1-one FC=1C=NN2C1C(=NC(=C2)C=2C=NN(C2)C)C2CCN(CC2)C(C=C)=O